N-((6-((1,2,4-oxadiazol-3-yl)methoxy)-5-chloro-1H-indol-2-yl)methyl)-1-methylcyclopropane-1-carboxamide O1N=C(N=C1)COC1=C(C=C2C=C(NC2=C1)CNC(=O)C1(CC1)C)Cl